9-ethyl-2-(3-(1-methyl-1H-pyrazol-3-yl)phenyl)-6-(piperidin-1-yl)-9H-purin C(C)N1C2=NC(=NC(=C2N=C1)N1CCCCC1)C1=CC(=CC=C1)C1=NN(C=C1)C